1-methylpiperazine-2,2,3,3,5,5,6,6-d8 CN1C(C(NC(C1([2H])[2H])([2H])[2H])([2H])[2H])([2H])[2H]